Dimethyl-silanediol salicylate C(C=1C(O)=CC=CC1)(=O)O.C[Si](O)(O)C